ClC1=C(C(=NN1CC1=C(C=CC=C1F)F)C(=O)O)CCNC1CCOCC1 5-chloro-1-(2,6-difluorobenzyl)-4-(2-((tetrahydro-2H-pyran-4-yl)amino)ethyl)-1H-pyrazole-3-Carboxylic acid